7-(3,4-dimethoxyphenyl)-N-(4-(piperazine-1-carbonyl)phenyl)pyrazolo[1,5-a]pyrimidine-2-carboxamide COC=1C=C(C=CC1OC)C1=CC=NC=2N1N=C(C2)C(=O)NC2=CC=C(C=C2)C(=O)N2CCNCC2